(S)-N-(4-(7-(sec-butoxy)-8-fluoro-1,3,4,5-tetrahydro-2H-benzo[c]azepin-2-yl)-2,6-dimethylphenyl)-3,3-dimethylbutanamide [C@H](C)(CC)OC1=CC2=C(CN(CCC2)C2=CC(=C(C(=C2)C)NC(CC(C)(C)C)=O)C)C=C1F